C(CCCCCCC=C)[Si](Cl)(CC)CC 8-nonenyl-diethylchlorosilane